IN=NN iodotriazene